O1C(=NC2=C1C=CC=C2)C=2N=C(N(C(C2O)=O)C)N2[C@@H](C1=CC=C(C=C1[C@@H](C2)C)C(=O)OC)C2=CC=CC=C2 methyl (1R,4S)-2-[4-(1,3-benzoxazol-2-yl)-5-hydroxy-1-methyl-6-oxopyrimidin-2-yl]-4-methyl-1-phenyl-3,4-dihydro-1H-isoquinoline-6-carboxylate